((R)-pyrrolidin-3-yl)methanone N1C[C@@H](CC1)C=O